FC=1C=C(C=CC1)Br.[Mg] magnesium (3-fluorophenyl) bromide